1-N-methyl-1H-indazole-3-carboxamide CN1N=C(C2=CC=CC=C12)C(=O)N